N-(2-fluoro-4-(trifluoromethyl)benzyl)-1-(((3S)-1-((3-hydroxy-1-azetidinyl)sulfonyl)-3-piperidinyl)carbonyl)-D-prolinamide FC1=C(CNC([C@@H]2N(CCC2)C(=O)[C@@H]2CN(CCC2)S(=O)(=O)N2CC(C2)O)=O)C=CC(=C1)C(F)(F)F